C(CCC)OC(OCCCC)[SiH2]C1=C(C=CC=C1)C(=C)C dibutoxymethyl-(2-isopropenylphenyl)silane